C(C)N1C(C=C(C(=C1)F)C[C@@H](CCS(=O)(=O)[O-])C)=O [(2S)-3-(1-ethyl-5-fluoro-2-oxo-4-pyridyl)-2-methyl-propyl]methanesulfonate